FC1=C2CC3C(C2=CC=C1F)(C=1C=CC=CC1C3)N3N1C(C(N(C3)CC3=CC(=CC=C3)F)=O)=C(C(C=C1)=O)O 1-(1,2-difluoro-9a,10-dihydroindeno[1,2-a]inden-4b(9H)-yl)-3-(3-fluorobenzyl)-5-hydroxy-2,3-dihydro-1H-pyrido[2,1-f][1,2,4]triazine-4,6-dione